BrC1=CC(=C(O[C@H](C(=O)OC)C)C=C1F)C(CC)(F)F methyl (S)-2-(4-bromo-2-(1,1-difluoropropyl)-5-fluorophenoxy)propanoate